8-Methyl-5-(3-methylpiperazin-1-yl)-2,3-dihydro-1,4-benzodioxine CC1=CC=C(C2=C1OCCO2)N2CC(NCC2)C